C(#N)C=1C=CC(=C(C1)C1=CC(=NC=C1C(=O)NC=1SC2=C(N1)CN(C2)S(NCC)(=O)=O)C)OC 4-(5-Cyano-2-methoxyphenyl)-N-(5-(N-ethylsulfamoyl)-5,6-dihydro-4H-pyrrolo[3,4-d]thiazol-2-yl)-6-methylnicotinamide